CC([C@H](C)NC(=O)C1=C(C(=NN1C)C1=CC(=CC=C1)COC)NS(=O)(=O)C1=CC=C(C=C1)C)(C)C (S)-N-(3,3-dimethylbutan-2-yl)-3-(3-(methoxymethyl)phenyl)-1-methyl-4-((4-methylphenyl)sulphonamido)-1H-pyrazole-5-carboxamide